4-{[4-(3-hydroxy-prop-1-yn-1-yl)-2-(trifluoromethyl)phenoxy]methyl}-3-methoxybenzaldehyde OCC#CC1=CC(=C(OCC2=C(C=C(C=O)C=C2)OC)C=C1)C(F)(F)F